FC(C1=CC=C(C=C1)C(N1C[C@@H](N(C[C@H]1C)C=1C=2N=C(N(C2N2C(N1)=NN=C2)C[C@H]2OCCC2)C)C)C2=CC=C(C=C2)C(F)(F)F)(F)F 4-((2S,5R)-4-(bis(4-(trifluoromethyl)phenyl)methyl)-2,5-dimethylpiperazin-1-yl)-2-methyl-1-(((S)-tetrahydrofuran-2-yl)methyl)-1H-[1,2,4]triazolo[3,4-b]purine